C(C)O[Si](CCCCCCCCCN=C=O)(OCC)OCC triethoxy(9-isocyanatononyl)silane